COC1CN(C1)C=1C=C(C(=O)[O-])C=CC1 3-(3-methoxyazetidin-1-yl)benzoate